tert-butyl (S)-3-(5-((2,3-difluorobenzyl)oxy)-2-methylbenzofuran-3-carboxamido)pyrrolidine-1-carboxylate FC1=C(COC=2C=CC3=C(C(=C(O3)C)C(=O)N[C@@H]3CN(CC3)C(=O)OC(C)(C)C)C2)C=CC=C1F